N-((3-((5-((3S,4S)-4-amino-3-methyl-2-oxa-8-aza-spiro[4.5]decan-8-yl)pyrazin-2-yl)thio)-2-chloro-phenyl)carbamoyl)-1-methylpiperidine-4-sulfonamide N[C@@H]1[C@@H](OCC12CCN(CC2)C=2N=CC(=NC2)SC=2C(=C(C=CC2)NC(=O)NS(=O)(=O)C2CCN(CC2)C)Cl)C